C(C)N1C=NC=C1CN1C=NC2=C1C=CC=C2 1-((1-ethyl-1H-imidazol-5-yl)methyl)-1H-benzo[d]imidazole